C(C)(C)(C)OC(=O)N1CC(C1)S(=O)(=O)C1=CC(=C(C=C1)C(NC=1C=C2C(=NN(C2=CC1)C)N1CCC(CC1)(F)F)=O)N1CCC2(CC2)CC1 3-((4-((3-(4,4-difluoropiperidin-1-yl)-1-methyl-1H-indazol-5-yl)carbamoyl)-3-(6-azaspiro[2.5]octan-6-yl)phenyl)sulfonyl)azetidine-1-carboxylic acid tert-butyl ester